C(C(C)(C)C)(=O)OC=1C=C2C(=CNC2=CC1)CCNC(=O)C1=NC2=CC(=C(C=C2N(C1=O)C[C@@H]([C@@H]([C@@H](CO)O)O)O)C)C 3-(2-(6,7-dimethyl-3-oxo-4-((2S,3S,4R)-2,3,4,5-tetrahydroxypentyl)-3,4-dihydroquinoxaline-2-carboxamido)ethyl)-1H-indol-5-yl pivalate